BrC1=CC=2CN3[C@H](COC2N=C1)CN(CC3=O)C(=O)OC(C)(C)C tert-butyl (10aS)-3-bromo-7-oxo-7,8,10a,11-tetrahydro-5H-pyrazino[2,1-c]pyrido[3,2-f][1,4]oxazepine-9(10H)-carboxylate